racemic-N-(4-(2-methylmorpholino)pyridin-3-yl)-2-phenylimidazo[1,2-b]Pyridazine-8-carboxamide C[C@H]1OCCN(C1)C1=C(C=NC=C1)NC(=O)C=1C=2N(N=CC1)C=C(N2)C2=CC=CC=C2 |r|